ethyl 2-(2-((7-(3-(aminomethyl)phenyl)-2-fluorobenzofuran-5-yl)methoxy)-4-(trifluoromethyl)phenyl)acetate NCC=1C=C(C=CC1)C1=CC(=CC=2C=C(OC21)F)COC2=C(C=CC(=C2)C(F)(F)F)CC(=O)OCC